(5S)-5-(((4-(3,8-diazabicyclo[3.2.1]oct-3-yl)-6-chloro-8-fluoro-7-(3-hydroxynaphthalen-1-yl)quinazolin-2-yl)oxy)methyl)pyrrolidin-2-one C12CN(CC(CC1)N2)C2=NC(=NC1=C(C(=C(C=C21)Cl)C2=CC(=CC1=CC=CC=C21)O)F)OC[C@@H]2CCC(N2)=O